C(#N)[C@H](C[C@H]1C(NC(C1)O)=O)NC(=O)[C@@H]1[C@H]2C([C@H]2CN1C([C@@H](NC(C(F)(F)F)=O)C(C)(C)C)=O)(C)C (1R,2S,5S)-N-{(1S)-1-cyano-2-[(3R)-5-hydroxy-2-oxopyrrolidin-3-yl]Ethyl}-6,6-dimethyl-3-[3-methyl-N-(trifluoroacetyl)-L-valyl]-3-azabicyclo[3.1.0]Hexane-2-carboxamide